N-(4-chlorophenyl)-4-{3-(4-chlorophenyl)-1-[2-(4-morpholinyl)ethyl]ureido}-2-fluorobenzamide ClC1=CC=C(C=C1)NC(C1=C(C=C(C=C1)N(C(=O)NC1=CC=C(C=C1)Cl)CCN1CCOCC1)F)=O